N-((1-(6-(6-(Difluoromethyl)imidazo[1,2-b]pyridazin-3-yl)pyrimidin-4-yl)-5,5-difluoro-4-methylpiperidin-3-yl)methyl)methanesulfonamide FC(C=1C=CC=2N(N1)C(=CN2)C2=CC(=NC=N2)N2CC(C(C(C2)(F)F)C)CNS(=O)(=O)C)F